C1(=CC=CC=C1)C(COC1=CC=C(C=C1)O)C1=CC=CC=C1 4-diphenylethoxyphenol